C1CO1 ethylene mono-oxide